4-Fluoro-N-[4-[3-(4-hydroxyphenyl)prop-2-enoyl]phenyl]benzenesulfonamide FC1=CC=C(C=C1)S(=O)(=O)NC1=CC=C(C=C1)C(C=CC1=CC=C(C=C1)O)=O